ClC=1N(C2=CC=CC=C2C1/C=N/NC(=O)C=1OC2=C(C1)C=C(C=C2)C)CC(=O)OC Methyl (E)-2-(2-chloro-3-((2-(5-methylbenzofuran-2-carbonyl)hydrazinylidene)methyl)-1H-indol-1-yl)acetate